FC(=C[C@@H]1[C@@H](COC1)C1=C(C=C(N)C=C1)F)F 4-(cis-4-(2,2-difluorovinyl)tetrahydrofuran-3-yl)-3-fluoroaniline